(1S,2S)-N-(6-(5-chloro-7-(dimethylamino)-6-fluoro-1H-indazol-4-yl)imidazo[1,2-a]pyridin-2-yl)-2-fluorocyclopropane-1-carboxamide ClC=1C(=C2C=NNC2=C(C1F)N(C)C)C=1C=CC=2N(C1)C=C(N2)NC(=O)[C@H]2[C@H](C2)F